C(C1=CC=CC=C1)NC(=O)N([C@@H]1CC[C@H](CC1)NC(OC(C)(C)C)=O)C1=CC=C(C=C1)C1=CN(C(C=C1)=O)C tert-butyl (trans-4-((benzylcarbamoyl)(4-(1-methyl-6-oxo-1,6-dihydropyridin-3-yl)phenyl)amino)cyclohexyl)carbamate